ClC1=CC(=C(C(=C1)C)B1OC(C(O1)(C)C)(C)C)OCOCC 2-[4-Chloro-2-(ethoxymethoxy)-6-methylphenyl]-4,4,5,5-tetramethyl-1,3,2-dioxaborolane